tertiary-butyl-sulfonate C(C)(C)(C)S(=O)(=O)[O-]